N1=C(C=CC=C1)C=1NC2=C(N1)C=CC=C2 2-(2-pyridyl)benzimidazole